1-vinyl-1-methyl-2,4-di(prop-1-en-2-yl)cyclohexane tert-butyl-4-[2-(1-cyclopropyl-4-piperidyl)-5-(2-trimethylsilylethoxymethyl)pyrrolo[2,3-b]pyrazin-7-yl]piperidine-1-carboxylate C(C)(C)(C)OC(=O)N1CCC(CC1)C1=CN(C2=NC=C(N=C21)C2CCN(CC2)C2CC2)COCC[Si](C)(C)C.C(=C)C2(C(CC(CC2)C(=C)C)C(=C)C)C